4-Bromo-3-(5-hydroxypent-1-yn-1-yl)phenol BrC1=C(C=C(C=C1)O)C#CCCCO